FC(C=1C=C(C=C(C1)C(F)(F)F)C=1N=C(OC1)CCC(=O)O)(F)F 3-{4-[3,5-bis(trifluoromethyl)phenyl]-1,3-oxazol-2-yl}propanoic acid